NC1=C(C=C(C=C1F)Br)N1C(CCC1)=O (2-amino-5-bromo-3-fluorophenyl)pyrrolidin-2-one